COC1=CC=C(CNCCN)C=C1 N-(4-Methoxybenzyl)-1,2-ethandiamin